(R)-5-(tert-butyl)-N-(1-(3-fluoro-2-methyl-4-(7-(piperazin-1-yl)-9H-pyrimido[4,5-b]indol-4-yl)phenyl)ethyl)-1,2,4-oxadiazole-3-carboxamide C(C)(C)(C)C1=NC(=NO1)C(=O)N[C@H](C)C1=C(C(=C(C=C1)C1=NC=NC=2NC3=CC(=CC=C3C21)N2CCNCC2)F)C